2-[2,4-dimethyl-5-(2-oxoethyl)phenyl]acetic acid CC1=C(C=C(C(=C1)C)CC=O)CC(=O)O